tertbutyl 6-oxo-2',3',6,8-tetrahydro-1'H,2H-spiro[benzo[2,1-b:3,4-c']difuran-3,4'-pyridine]-1'-carboxylate O=C1C2=C(CO1)C=1OCC3(CCN(C=C3)C(=O)OC(C)(C)C)C1C=C2